C(CCOCCOCCOCCOCCOCCOCCC(=O)OC)(=O)OC(C)(C)C 1-(tert-butyl) 22-methyl 4,7,10,13,16,19-hexaoxadocosanedioate